tert-butyl 5-chloro-7-methyl-1H-indole-1-carboxylate ClC=1C=C2C=CN(C2=C(C1)C)C(=O)OC(C)(C)C